C(C)(C)(C)OC(=O)N1[C@H](C[C@@]2(CC1)OCCC1=C2SC(=C1CO)Cl)C (2'S,7r)-2-chloro-3-(hydroxymethyl)-2'-methyl-spiro[4,5-dihydrothieno[2,3-c]pyran-7,4'-piperidine]-1'-carboxylic acid tert-butyl ester